FC1=C(C=CC=C1)C1=C(C=2C(=CN=C(C2)NC(=O)C2CC2)N1C)C N-(2-(2-fluorophenyl)-1,3-dimethyl-1H-pyrrolo[2,3-c]pyridin-5-yl)cyclopropanecarboxamide